BrC1=C(C=C2C3(C(N(C2=C1)CC(F)(F)F)=O)CC3)F 6'-bromo-5'-fluoro-1'-(2,2,2-trifluoroethyl)spiro[cyclopropane-1,3'-indolin]-2'-one